1,3,5-trimethyl-2,4,6-tris(3',5'-di-t-butyl-4'-hydroxybenzyl)-benzene CC1=C(C(=C(C(=C1CC1=CC(=C(C(=C1)C(C)(C)C)O)C(C)(C)C)C)CC1=CC(=C(C(=C1)C(C)(C)C)O)C(C)(C)C)C)CC1=CC(=C(C(=C1)C(C)(C)C)O)C(C)(C)C